COC=1C=C(C=C(C1)OC)N(C(=O)C1=CN=C(S1)C#C)C1C(N(CC1)C1=NC=C(C=N1)F)=O N-(3,5-dimethoxyphenyl)-2-ethynyl-N-(1-(5-fluoropyrimidin-2-yl)-2-oxopyrrolidin-3-yl)thiazole-5-carboxamide